(S)-2,4-diamino-6-((1-(4-chloro-1-(1-methyl-1H-pyrazol-4-yl)-1H-pyrrolo[2,3-b]pyridin-3-yl)ethyl)amino)pyrimidine-5-carbonitrile NC1=NC(=C(C(=N1)N)C#N)N[C@@H](C)C1=CN(C2=NC=CC(=C21)Cl)C=2C=NN(C2)C